C(C1=CC=CC=C1)OC1=C(C(=C(C(=O)OC2=C(C(=C(C(=O)O)C(=C2C)C)C)C)C(=C1)C)C)Br 4-((4-(benzyloxy)-3-bromo-2,6-dimethylbenzoyl)oxy)-2,3,5,6-tetramethyl-benzoic acid